(S)-1-methyl-2-((3-(1-(naphthalen-2-yl)-2-oxo-1,2-dihydro-3H-imidazo[4,5-b]pyridin-3-yl)pyrrolidin-1-yl)methyl)-1H-imidazole-5-carboxylic acid CN1C(=NC=C1C(=O)O)CN1C[C@H](CC1)N1C(N(C=2C1=NC=CC2)C2=CC1=CC=CC=C1C=C2)=O